2-[[7-Acetamido-2-phenyl-6-[2-[(E)-3-phenylprop-2-enoyl]phenoxy]-4,4a,6,7,8,8a-hexahydropyrano[3,2-d][1,3]dioxin-8-yl]oxy]propanoic acid C(C)(=O)NC1C(C2OC(OCC2OC1OC1=C(C=CC=C1)C(\C=C\C1=CC=CC=C1)=O)C1=CC=CC=C1)OC(C(=O)O)C